ON=C(N)C1=NC=C(N=C1)NC1=NN(C(=C1)C1=NC=C(C=C1)C(F)(F)F)C N'-hydroxy-5-((1-methyl-5-(5-(trifluoromethyl)pyridin-2-yl)-1H-pyrazol-3-yl)amino)pyrazine-2-carboximidamide